(R)-6-(4-(2-(4-CYCLOPROPYL-3-FLUOROPHENYL)ACETYL)-3-METHYLPIPERAZIN-1-YL)PYRIDAZINE-3-CARBONITRILE C1(CC1)C1=C(C=C(C=C1)CC(=O)N1[C@@H](CN(CC1)C1=CC=C(N=N1)C#N)C)F